ethyl 8-chloro-5-oxo-1-p-toluenesulfonyl-2,3,4,5-tetrahydro-1H-benzo[b]azepine-4-carboxylate ClC=1C=CC2=C(N(CCC(C2=O)C(=O)OCC)S(=O)(=O)C2=CC=C(C)C=C2)C1